CC1=C(OC(C(=O)O)(C)C)C(=CC(=C1)CN1N=CN(C1=O)C1=CC(=C(C=C1)C(F)(F)F)C)C 2-(2,6-dimethyl-4-((4-(3-methyl-4-(trifluoromethyl)phenyl)-5-oxo-4,5-dihydro-1H-1,2,4-triazol-1-yl)methyl)phenoxy)-2-methylpropanoic acid